4-bromo-4'-tert-butylbiphenyl BrC1=CC=C(C=C1)C1=CC=C(C=C1)C(C)(C)C